(6Z,9Z)-hexadeca-6,9-diene CCCCC\C=C/C\C=C/CCCCCC